2,7-divinylbenzo[2,1-b:3,4-b']dithiophene C(=C)C1=CC2=C(S1)C=1SC(=CC1C=C2)C=C